O1C(COCC1)CNC(C1=CC=C(C=C1)C#CC1=C(C=CC=C1)F)=O N-((1,4-dioxan-2-yl)methyl)-4-((2-fluorophenyl)ethynyl)benzamide